2-(dihydroxymethyl)butan-1-ol OC(C(CO)CC)O